1-(4-(methoxycarbonyl)-2-methyl-6-nitrophenyl)-1H-pyrrole-2-carboxylate COC(=O)C1=CC(=C(C(=C1)[N+](=O)[O-])N1C(=CC=C1)C(=O)[O-])C